4-amino-4'-nitrostilbene-2,2'-disulfonic acid NC=1C=C(C(=CC1)C=CC=1C(=CC(=CC1)[N+](=O)[O-])S(=O)(=O)O)S(=O)(=O)O